trimethylolpropane tris(3-mercaptoisobutyrate) 3-Mercaptoisobutyrate SCC(C(=O)O)C.SCC(C(=O)O)C.SCC(C(=O)O)C.SCC(C(=O)O)C.C(O)C(CC)(CO)CO